(S)-1-(4-fluorophenyl)-2-oxoazepan FC1=CC=C(C=C1)N1C(CCCCC1)=O